trans-1,2-bis(4-pyridyl) ethylene 3-(N,N-dimethyl-N-hexadecylammonio)-propane-1-sulfonate C[N+](CCCCCCCCCCCCCCCC)(C)CCCS(=O)(=O)[O-].N1=CC=C(C=C1)\C=C\C1=CC=NC=C1